C(C)(C)(C)C(C(=O)[O-])(C(=O)[O-])CCCC.[K+].[Na+] sodium potassium 2-(tert-butyl)-2-butylmalonate